hexane-6-carboxylate CCCCCCC(=O)[O-]